C1=C(C=C(C(=C1Br)[O-])Br)C(=O)O The molecule is a monohydroxybenzoate. It derives from a benzoate and a 2,6-dibromophenol. It is a conjugate base of a 3,5-dibromo-4-hydroxybenzoic acid.